OC(N(CCC)CC)CC1=CNC2=CC=CC=C12 hydroxy-N-ethyl-N-propyltryptamine